(2-Fluorophenyl)cyclopropanamine FC1=C(C=CC=C1)C1(CC1)N